4,4'-bis(propenylphenoxy)benzophenone C(=CC)C1=C(OC2=CC=C(C(=O)C3=CC=C(C=C3)OC3=C(C=CC=C3)C=CC)C=C2)C=CC=C1